3-(1-tert-butylpyrazol-3-yl)-4-(4-methylpiperidine-1-carbonyl)benzonitrile C(C)(C)(C)N1N=C(C=C1)C=1C=C(C#N)C=CC1C(=O)N1CCC(CC1)C